C(C1=CC=CC=C1)OC(=O)NNC1CN(CCC1)C(=O)OC(C)(C)C tert-butyl 3-(2-((benzyloxy)carbonyl)hydrazineyl)piperidine-1-carboxylate